2-(triisopropylsilyl)thiazole-5-carbonitrile C(C)(C)[Si](C=1SC(=CN1)C#N)(C(C)C)C(C)C